C(C)C(CO)C(C)O 2-ethyl-1,3-butandiol